O=C1C(=C(C=NN1)N[C@@H](COCCC(=O)N1CCN(CC1)C1=CC=C(C=N1)C#N)C1=CC=NC=C1)C(F)(F)F 6-(4-[3-[(2R)-2-[[6-Oxo-5-(trifluoromethyl)-1,6-dihydropyridazin-4-yl]amino]-2-(pyridin-4-yl)ethoxy]propanoyl]piperazin-1-yl)pyridine-3-carbonitrile